2-(2-((3R,4R)-3-Amino-4-fluoropiperidin-1-yl)-5-(trifluoromethoxy)-1H-benzo[d]imidazol-1-yl)-1-morpholinoethan-1-on N[C@@H]1CN(CC[C@H]1F)C1=NC2=C(N1CC(=O)N1CCOCC1)C=CC(=C2)OC(F)(F)F